CN1C=C(C=C(C1=O)C)C1=C(C=2N=C(N=CC2N1)C1CCN(CC1)CC(=O)N(C)C)C(C)C 2-(4-(6-(1,5-dimethyl-6-oxo-1,6-dihydropyridin-3-yl)-7-isopropyl-5H-pyrrolo[3,2-d]pyrimidin-2-yl)piperidin-1-yl)-N,N-dimethylacetamide